FC=1C(=CC2=C(C(N3[C@@H](CO2)C[C@@H](C3)O)=O)C1O[C@@H]1COCC1)C (2S,11aR)-7-Fluoro-2-hydroxy-8-methyl-6-(((S)-tetrahydrofuran-3-yl)oxy)-2,3,11,11a-tetrahydro-1H,5H-benzo[f]pyrrolo[2,1-c][1,4]oxazepin-5-one